O1C(=CC2=C1C=CC=C2)C2=CC=C(C=C2)N(C2=CC=C(C=C2)C2=CC=C(C=C2)C2=CC1=C(N=C(O1)C1=CC=CC=C1)C=C2)C2=CC=C(C=C2)C=2OC1=C(C2)C=CC=C1 N,N-bis(4-benzofuran-2-yl-phenyl)-N-{4'-(2-phenyl-benzoxazol-6-yl)-[1,1']biphenyl-4-yl}-amine